[Cl-].C(C=C)(=O)NCCC[N+](C)(C)C [3-(acryloyl-amino)propyl]trimethylammonium chloride